C(C)O\N=C\C1=CC=C(C(=N1)C1=NC2=C(N1C)C=CC(=C2)SC(F)(F)F)C(=O)O 6-[(E)-ethoxyiminomethyl]-2-[1-methyl-5-(trifluoromethylthio)benzimidazol-2-yl]pyridine-3-carboxylic acid